(R)-(-)-N-BOC-3-pyrrolidinol CC(C)(C)OC(=O)N1CC[C@H](C1)O